(R)-3-(4-cyanophenethyl)-1-(pyridin-2-ylmethyl)-N-(3-(trifluoromethyl)oxetan-3-yl)pyrrolidine-3-carboxamide C(#N)C1=CC=C(CC[C@@]2(CN(CC2)CC2=NC=CC=C2)C(=O)NC2(COC2)C(F)(F)F)C=C1